6-Anilino-1,3,5-triazine N(C1=CC=CC=C1)C1=NC=NC=N1